3-ethoxy-5-methoxy-4-methylthio-phenethylamine C(C)OC=1C=C(CCN)C=C(C1SC)OC